8-fluoro-1-(4-methoxybenzyl)-3-(methylamino)-7-vinylquinoxalin-2(1H)-one FC=1C(=CC=C2N=C(C(N(C12)CC1=CC=C(C=C1)OC)=O)NC)C=C